COC=1C=C(C=CC1)NC1=C(N(C2=CC=CC=C12)C)C(=O)N[C@@H](C)C1=CC=C(C(=O)O)C=C1 (S)-4-(1-(3-((3-methoxyphenyl)amino)-1-methyl-1H-indole-2-carboxamido)ethyl)benzoic acid